C(C)OCC Diethylether